9-(dichloromethylene)-1,2,3,4-tetrahydro-1,4-methanonaphthalene ClC(=C1C2CCC1C1=CC=CC=C21)Cl